[2H]C([2H])([2H])C([2H])([2H])C([2H])([2H])C([2H])([2H])C([2H])([2H])C([2H])([2H])C([2H])([2H])C([2H])([2H])C([2H])([2H])C([2H])([2H])C([2H])([2H])C([2H])([2H])C(=O)O The molecule is a C13 straight-chain saturated fatty acid where the aliphatic hydrogens have been replaced by deuterium atoms. It is a long-chain fatty acid, a straight-chain saturated fatty acid and a deuterated fatty acid. It derives from a tridecanoic acid.